N1C2=C(CCC1)N=CC=C2 1,2,3,4-tetrahydropyrido[3,2-b]pyridine